CC1=C(C(=CC=C1)C)N=[N+]=[N-] 2,6-dimethylphenyl azide